C(C=C)OC(=O)N1CCOCC1 morpholine-4-carboxylic acid allyl ester